C(#N)[C@H]1N(CC(C1)(F)F)C(CC1=NC2=CC=CC=C2C(=C1)C(=O)N)=O (2-((S)-2-cyano-4,4-difluoro-1-pyrrolidinyl)-2-oxoethyl)quinoline-4-carboxamide